3-{4-[(2-tert-butylphenyl)sulfamoyl]phenyl}-1-(pyridin-3-ylmethyl)urea C(C)(C)(C)C1=C(C=CC=C1)NS(=O)(=O)C1=CC=C(C=C1)NC(NCC=1C=NC=CC1)=O